C(C)OC(=O)C=1N=C2N(C(=NC(=C2C2=CC(=NC(=C2)C)C)C2=CC=CC=C2)SC)C1 8-(2,6-dimethylpyridin-4-yl)-5-(methylsulfanyl)-7-phenylimidazo[1,2-c]pyrimidine-2-carboxylic acid ethyl ester